NC1=NC=NN2C1=C(C(=C2[C@H](CC)C=2C=NN(C2)C(C)C)C#N)C=2C=NC(=NC2)C(F)(F)F 4-amino-7-{(1R)-1-[1-(prop-2-yl)-1H-pyrazol-4-yl]propyl}-5-[2-(trifluoromethyl)pyrimidin-5-yl]pyrrolo[2,1-f][1,2,4]triazine-6-carbonitrile